S1C=NC(=C1)CC(=O)O.ClC1=C(C=C(C=C1)N1CCN(CC1)C(CN1N=C(C=2C1=NC=CC2)C=2NC=CN2)=O)OC 1-[4-(4-chloro-3-methoxy-phenyl)piperazin-1-yl]-2-[3-(1H-imidazol-2-yl)pyrazolo[3,4-b]pyridin-1-yl]ethanone 2-(thiazol-4-yl)acetate